C(C)OC(=O)C1=NC(=CN=C1)C(F)(F)F 6-(trifluoromethyl)pyrazine-2-carboxylic acid ethyl ester